(2S,3S,4R,5R)-5-(4-chloro-7H-pyrrolo[2,3-d]pyrimidin-7-yl)-2-fluoro-2-(hydroxymethyl)tetrahydrofuran-3,4-diol ClC=1C2=C(N=CN1)N(C=C2)[C@H]2[C@@H]([C@@H]([C@](O2)(CO)F)O)O